2-(iodomethyl)cyclopentanone ICC1C(CCC1)=O